(1S,2S)-2-[tert-butoxycarbonyl(methyl)amino]cyclopentanecarboxylic acid C(C)(C)(C)OC(=O)N([C@@H]1[C@H](CCC1)C(=O)O)C